4-amino-1,3-dihydrofuro[3,4-c]quinoline NC1=NC=2C=CC=CC2C2=C1COC2